C(C)(C)(C)C=1C=C(C=C(C1O)C(C)(C)C)CCCC1=NC(=NC(=N1)CCCC1=CC(=C(C(=C1)C(C)(C)C)O)C(C)(C)C)CCCC1=CC(=C(C(=C1)C(C)(C)C)O)C(C)(C)C 2,4,6-tris(3,5-di-tert-butyl-4-hydroxyphenylpropyl)-1,3,5-triazine